OCC1CCN(CC1)C1=CC=C(C=N1)N1C(CCCC1=O)=O (6-(4-(hydroxymethyl)piperidin-1-yl)pyridin-3-yl)piperidine-2,6-dione